C1=C(C=CC=2SC3=C(C21)C=CC=C3)N(C3=CC=C2C=CC=1C(=CC=C4C=CC3=C2C14)N(C1=CC=CC=C1)C1=CC4=C(SC2=C4C=CC=C2)C=C1)C1=CC=CC=C1 N,N'-bis(dibenzothiophen-2-yl)-N,N'-diphenylpyrene-1,6-diamine